5-[2-methyl-4-[[(2R)-1-methylazetidin-2-yl]methoxy]pyrazol-3-yl]-N-[6-(trifluoromethyl)pyrimidin-4-yl]pyrazolo[1,5-a]pyridin-2-amine CN1N=CC(=C1C1=CC=2N(C=C1)N=C(C2)NC2=NC=NC(=C2)C(F)(F)F)OC[C@@H]2N(CC2)C